2-(4-(benzylthio)thiazol-2-yl)propan-2-ol C(C1=CC=CC=C1)SC=1N=C(SC1)C(C)(C)O